tert-butyl 4-[4-[7-cyano-4-(isopropylamino)-5H-pyrido[3,2-b]indol-3-yl]-1H-1,2,3-triazol-1-yl]piperidine-1-carboxylate C(#N)C=1C=CC=2C3=C(NC2C1)C(=C(C=N3)C=3N=NN(C3)C3CCN(CC3)C(=O)OC(C)(C)C)NC(C)C